C1C(CCC2=CC=CC=C12)(C(=O)[O-])C(=O)[O-] 3,4-dihydronaphthalene-2,2(1H)-dicarboxylate